1,3,4-thiadiazol-2-yl-cyanamide S1C(=NN=C1)NC#N